(4-methoxyphenyl)-1-(3,4,5-trimethoxyphenyl)-3,4-dihydropyrrolo[1,2-a]pyrazine COC1=CC=C(C=C1)C1N=C(C=2N(C1)C=CC2)C2=CC(=C(C(=C2)OC)OC)OC